(S)-(3R,4R)-4-[4-(2-{[5-chloro-1-(2,2-difluorocyclopropyl)-1H-pyrazol-4-yl]amino}-6-methylquinazolin-7-yl)piperidin-1-yl]oxolan-3-ol ClC1=C(C=NN1[C@@H]1C(C1)(F)F)NC1=NC2=CC(=C(C=C2C=N1)C)C1CCN(CC1)[C@H]1[C@H](COC1)O